COC1=CC=C(C=C1)CCC(=C)C(F)(F)F 1-methoxy-4-(3-(trifluoromethyl)but-3-en-1-yl)benzene